CC1(OCC(OC1)COC=1C=NC=CC1CN)C 1-(3-{[5,5-dimethyl-1,4-dioxan-2-yl]methoxy}pyridin-4-yl)methylamine